methyl 4-acetamido-3,5-dibromobenzoate C(C)(=O)NC1=C(C=C(C(=O)OC)C=C1Br)Br